NCC=1C=C(C=CC1)C=1C=C(C2=C(C(=CO2)COC2=C(C=CC=C2)CC(=O)OCC)C1)OCCN1CCOCC1 ethyl 2-(2-((5-(3-(aminomethyl)phenyl)-7-(2-morpholinoethoxy)benzofuran-3-yl)methoxy)phenyl)acetate